ClC1=C(C=CC=C1)S(=O)(=O)NC1=CC(=C(C(=C1)F)C1=CC2=C(N=C(N=C2)NC2CNCCC2)N2C1=NC(=C2)C)F 2-chloro-N-(3,5-difluoro-4-(8-methyl-2-(piperidin-3-ylamino)imidazo[1',2':1,6]pyrido[2,3-d]pyrimidin-6-yl)phenyl)benzenesulfonamide